C(C)(=O)C1CN(C(C=2N(C1)N=C1C2CN(CC1)C(=O)OC(C)(C)C)=O)C Tert-butyl 8-acetyl-10-methyl-11-oxo-3,4,8,9,10,11-hexahydro-1H-pyrido[4',3':3,4]pyrazolo[1,5-a][1,4]diazepine-2(7H)-carboxylate